CC1CCC(N(C1)C1CN(CCC1)C(=O)N)=O 5-methyl-2-oxo-[1,3'-bipiperidine]-1'-carboxamide